C(C)C1=C(C=CC(=C1)N1CCN(CC1)C)NC1=NC=C(C(=N1)NCCCN1CCN(CCC1=O)C)C(F)(F)F 4-(3-((2-((2-ethyl-4-(4-methylpiperazin-1-yl)phenyl)amino)-5-(trifluoromethyl)pyrimidin-4-yl)amino)propyl)-1-methyl-1,4-diazepan-5-one